(5-(6-(4-(2-chloro-5-fluorophenoxy)piperidin-1-yl)pyridazin-3-yl)-1,3,4-oxadiazol-2-yl)methyl acetate C(C)(=O)OCC=1OC(=NN1)C=1N=NC(=CC1)N1CCC(CC1)OC1=C(C=CC(=C1)F)Cl